CC(C)S(=O)(=O)Cl 2-Propanesulfonyl chloride